C(CCCCCCCCCCCCCCCCCCCCCCC)(=O)SCCNC(CCNC([C@@H](C(COP(OP(OC[C@@H]1[C@H]([C@H]([C@@H](O1)N1C=NC=2C(N)=NC=NC12)O)OP(=O)(O)O)(=O)O)(=O)O)(C)C)O)=O)=O Lignoceroyl-Coenzyme A